C(C)(C)(C)N1CCN(CC1)C1CCN(CC1)C1=CC(=C(C=C1)NC1=NC=C(C(=N1)NC1=C(SC=C1)C(=O)N)C(F)(F)F)OC(F)F 3-((2-((4-(4-(4-(tert-butyl)piperazin-1-yl)piperidin-1-yl)-2-(difluoromethoxy)phenyl)amino)-5-(trifluoromethyl)pyrimidin-4-yl)-amino)thiophene-2-carboxamide